1-dodecyl-4-methylpyridinium fluoride salt [F-].C(CCCCCCCCCCC)[N+]1=CC=C(C=C1)C